n-eicosyl hexacosyl ether C(CCCCCCCCCCCCCCCCCCCCCCCCC)OCCCCCCCCCCCCCCCCCCCC